α-hydroxyisobutyryl-benzene OC(C(=O)C1=CC=CC=C1)(C)C